tert-butyl N-[5-ethylsulfonyl-6-[3-methyl-6-(trifluoromethyl) imidazo[4,5-c]pyridin-2-yl]-3-pyridyl]-N-methyl-carbamate C(C)S(=O)(=O)C=1C=C(C=NC1C1=NC2=C(C=NC(=C2)C(F)(F)F)N1C)N(C(OC(C)(C)C)=O)C